CC1=C(C=CC=C1C)C1CCN(CC1)C(CN1N=C(C2=C1CCC2)C(=O)N2CCC(CC2)OCCO)=O 1-(4-(2,3-dimethylphenyl)piperidin-1-yl)-2-(3-(4-(2-hydroxyethoxy)piperidine-1-carbonyl)-5,6-dihydrocyclopenta[c]pyrazol-1(4H)-yl)ethanone